tert-butyl (S)-4-(5-bromo-8-(((3S,4S)-4-methoxy-1-methylpyrrolidin-3-yl)oxy)-3,4-dihydro-2H-pyrano[2,3-f]quinazolin-10-yl)-2-(cyanomethyl)piperazine-1-carboxylate BrC1=C2C(=C3C(=NC(=NC3=C1)O[C@H]1CN(C[C@@H]1OC)C)N1C[C@@H](N(CC1)C(=O)OC(C)(C)C)CC#N)OCCC2